4-fluoro-2'-hydroxy-4'-methoxy-3'-morpholinomethyl-chalcone FC1=CC=C(C=C1)\C=C\C(=O)C1=C(C(=C(C=C1)OC)CN1CCOCC1)O